6-(4-(4-fluorophenyl)-4-hydroxypiperidin-1-yl)pyrazine-2-carboxylic acid FC1=CC=C(C=C1)C1(CCN(CC1)C1=CN=CC(=N1)C(=O)O)O